ClCC1C(O1)Cl 3-chloro-1,2-epoxychloropropane